chloro-D-alanine hydrochloride Cl.ClN[C@H](C)C(=O)O